2,5,8,11-tetraoxabicyclo[10.4.0]hexadeca-1(16),12,14-trien C=12OCCOCCOCCOC2=CC=CC1